(4-fluoro-2-(methoxymethoxy)phenyl)pyrrolidine tert-Butyl-(2S,5R)-5-methyl-2-(p-tolyl)-4-[1-(trifluoromethyl)cyclopropanecarbonyl]piperazine-1-carboxylate C(C)(C)(C)OC(=O)N1[C@H](CN([C@@H](C1)C)C(=O)C1(CC1)C(F)(F)F)C1=CC=C(C=C1)C.FC1=CC(=C(C=C1)N1CCCC1)OCOC